C(C)C1C[C@@H](N(CC1)C=1C=CC(=C(C(=O)OCC)C1)[N+](=O)[O-])C ethyl (S)-5-(4-ethyl-2-methylpiperidin-1-yl)-2-nitrobenzoate